(amino)benzylamine NNCC1=CC=CC=C1